Cl.O=C1N(C2=C(N1)C=CC(=C2)C(=O)OC)[C@@H]2CNCC2 Methyl (S)-2-oxo-3-(pyrrolidin-3-yl)-2,3-dihydro-1H-benzo[d]imidazole-5-carboxylate hydrochloride